BrC1OC(C=CC1Br)=O 2,3-dibromo-2,3-dihydropyran-6-one